N,4-dimethyl-1H-pyrazol-3-amine CNC1=NNC=C1C